2-(4-(2-(4-chloro-2-fluorophenyl)-2-methylbenzo[d][1,3]dioxol-4-yl)-2,6-difluorobenzyl)-1-(2-methoxyethyl)-1H-benzo[d]imidazole-6-carboxylic acid ClC1=CC(=C(C=C1)C1(OC2=C(O1)C=CC=C2C2=CC(=C(CC1=NC3=C(N1CCOC)C=C(C=C3)C(=O)O)C(=C2)F)F)C)F